Bis(4-dodecylphenyl)-iodonium hexafluoroantimonat F[Sb-](F)(F)(F)(F)F.C(CCCCCCCCCCC)C1=CC=C(C=C1)[I+]C1=CC=C(C=C1)CCCCCCCCCCCC